OC1=C(C=C(C=C1OC)/C=C/C(=O)OCCCN(C)C)OC 3-(Dimethylamino)propyl (E)-3-(4-hydroxy-3,5-dimethoxyphenyl)acrylate